tert-butyl (3S,4R)-3-[{[3,5-bis(trifluoromethyl)phenyl](methyl)carbamoyl}(methyl)amino]-4-(5-fluoropyridin-2-yl)pyrrolidine-1-carboxylate FC(C=1C=C(C=C(C1)C(F)(F)F)N(C(=O)N([C@@H]1CN(C[C@H]1C1=NC=C(C=C1)F)C(=O)OC(C)(C)C)C)C)(F)F